(2S)-2-amino-N-[(4-methylsulfonylphenyl)methyl]Propionamide hydrochloride Cl.N[C@H](C(=O)NCC1=CC=C(C=C1)S(=O)(=O)C)C